2-(4-Trifluoromethylphenyl)benzothiazole FC(C1=CC=C(C=C1)C=1SC2=C(N1)C=CC=C2)(F)F